COC1=C(C=CC=C1)N1CC2(CC1)CCNCC2 2-(2-Methoxyphenyl)-2,8-diazaspiro[4.5]decane